FC1=C(C=C(C=C1)F)C(CC#CC#CC1=C2C=NNC2=CC=C1C(=O)N)C=1C(N(C=CC1)C)=O 4-(6-(2,5-difluorophenyl)-6-(1-methyl-2-oxo-1,2-dihydropyridin-3-yl)hexa-1,3-diyne-1-yl)-1H-indazole-5-carboxamide